C(CCCCCCCC)C1=CC=C(OP2OCC3(CO2)COP(OC3)OC3=CC=C(C=C3)CCCCCCCCC)C=C1 3,9-bis(4-nonylphenoxy)-2,4,8,10-tetraoxa-3,9-diphosphaspiro[5.5]Undecane